C(CCC)N1CC(CC1=O)C(=O)OC(CC(C)C)C 1,3-dimethylbutyl 1-butyl-5-oxopyrrolidine-3-carboxylate